(S)-2-(1-propenoyl-4-(2-((1-aminocyclobutyl)methoxy)-7-(8-chloronaphthalen-1-yl)-5,6,7,8-tetrahydropyrido[3,4-d]pyrimidin-4-yl)piperazin-2-yl)acetonitrile C(C=C)(=O)N1[C@H](CN(CC1)C=1C2=C(N=C(N1)OCC1(CCC1)N)CN(CC2)C2=CC=CC1=CC=CC(=C21)Cl)CC#N